3-((1-methyl-1H-pyrazol-3-yl)methyl)-7-(phenylsulfonyl)pyrido[3,4-d]pyridazin-4(3H)-one CN1N=C(C=C1)CN1N=CC2=C(C1=O)C=NC(=C2)S(=O)(=O)C2=CC=CC=C2